FC(OC1=CC=C(C(=O)NC=2N(C=C(N2)C2CNCCC2)C2=CC=C(C=C2)OC)C=C1)F 4-(Difluoromethoxy)-N-[1-(4-methoxyphenyl)-4-(piperidin-3-yl)-1H-imidazol-2-yl]benzamide